NC=1OC(C(C1C(S(=O)(=O)O)C1=CC=CC=C1)=O)C1=CC(=CC=C1)C(F)(F)F.O1CSC2=C1C=C(C=C2)C2=CC(=C(OC[C@H]1CNCC1)C=C2)F (R)-3-((4-(benzo[d][1,3]oxathiolan-6-yl)-2-fluorophenoxy)methyl)pyrrolidine 2-amino-4-oxo-5-(3-(trifluoromethyl)phenyl)-4,5-dihydrofuran-3-yl-phenylmethanesulfonate